(4-methylpiperazin-1-yl)((1S,4S)-4-((7-morpholino-1,6-naphthyridin-5-yl)oxy)cyclohexyl)methanone CN1CCN(CC1)C(=O)C1CCC(CC1)OC1=C2C=CC=NC2=CC(=N1)N1CCOCC1